C(C)(C)(C)OC(=O)NC=1C=2N(C3=CC(=C(C=C3N1)F)C(=O)O)C=NC2 4-(tert-butoxycarbonylamino)-7-fluoro-imidazo[1,5-a]quinoxaline-8-carboxylic acid